(3R)-N-((2S)-3-cyclopropyl-1-((4-(cyclopropylamino)-3,4-dioxo-1-((S)-2-oxopyrrolidin-3-yl)butan-2-yl)amino)-1-oxopropan-2-yl)-3-phenylpentanamide C1(CC1)C[C@@H](C(=O)NC(C[C@H]1C(NCC1)=O)C(C(=O)NC1CC1)=O)NC(C[C@@H](CC)C1=CC=CC=C1)=O